(5Z)-2-amino-4,5-dihydroxy-5-{[(1E)-2-(hydroxymethyl)-1,3-butadien-1-yl]imino}pentanoic acid NC(C(=O)O)CC(/C(=N/C=C(\C=C)/CO)/O)O